5-(4-monohydroxyphenyl)-γ-valerolactone OC1=CC=C(C=C1)CC1CCC(=O)O1